2,4,6-tri-t-butylphenyl carbamate C(N)(OC1=C(C=C(C=C1C(C)(C)C)C(C)(C)C)C(C)(C)C)=O